C1(=CC=CC=C1)C1=CC=CC=2OC3=C(C21)C=CC=C3 1-phenyl-dibenzofuran